Cl.NC(C)(C)C1=CC=C(C=C1)C=1C=NC(=C(C#N)C1)CC1=CC=CC=C1 5-(4-(2-aminopropan-2-yl)phenyl)-2-benzylnicotinonitrile hydrochloride